3-(((7-(2-Aminopyrimidin-4-yl)-2,3-dihydrofuro[3,2-c]pyridin-4-yl)amino)methyl)-N-(3-morpholinopropyl)benzamide NC1=NC=CC(=N1)C=1C2=C(C(=NC1)NCC=1C=C(C(=O)NCCCN3CCOCC3)C=CC1)CCO2